ClC1=C(C=CC(=C1)Cl)C1=CC(=NC(=C1C#N)OC)C1=NC=CC=C1 4-(2,4-Dichloro-phenyl)-6-methoxy-[2,2']bipyridinyl-5-carbonitrile